ethyl 4-chloro-1-methyl-2-oxo-1,2-dihydroquinoline-3-carboxylate ClC1=C(C(N(C2=CC=CC=C12)C)=O)C(=O)OCC